meta-aminoaniline NC=1C=C(N)C=CC1